(5-(2-fluoro-5-((4-oxo-7-(trifluoromethoxy)-3,4-dihydrophthalazin-1-yl)methyl)phenyl)-1H-benzimidazol-2-yl)carbamic acid methyl ester COC(NC1=NC2=C(N1)C=CC(=C2)C2=C(C=CC(=C2)CC2=NNC(C1=CC=C(C=C21)OC(F)(F)F)=O)F)=O